FC(OC1=CC=C(C=C1)S(=O)(=O)N1CC2(C[C@H]3CC[C@@H](C2)N3CC(C)(O)C)C1)F 1-((1'R,5'S)-1-((4-(difluoromethoxy)phenyl)sulfonyl)-8'-azaspiro[azetidine-3,3'-bicyclo[3.2.1]octan]-8'-yl)-2-methylpropan-2-ol